1-[2-(bromomethyl)-3-fluoro-4-methoxyphenyl]-4-methyl-1H-1,2,3-triazole BrCC1=C(C=CC(=C1F)OC)N1N=NC(=C1)C